acrylic acid 2-hydroxyethyl-acrylate OCCOC(C=C)=O.C(C=C)(=O)O